2-{1-[(S)-3-Methyl-1-piperidyl]methyl}-6-{6-chloro-4-[4-fluoro-2-(4-methyl-4H-1,2,4-triazol-3-yl)phenyl]-2-pyridyl}-4-cyclopropyl-1,6-dihydro-1,6-diaza-7-indenone C[C@@H]1CN(CCC1)CC=1NC=2C(N(C=C(C2C1)C1CC1)C1=NC(=CC(=C1)C1=C(C=C(C=C1)F)C1=NN=CN1C)Cl)=O